NC1=NNC2=NC(=CN=C21)N2CCC1([C@@H]([C@@H](OC1)C)NC(OC(C)(C)C)=O)CC2 Tert-butyl ((3S,4S)-8-(3-amino-1H-pyrazolo[3,4-b]pyrazin-6-yl)-3-methyl-2-oxa-8-azaspiro[4.5]decan-4-yl)carbamate